NCC(=O)NCC(=O)NC(C(=O)N)CC1=CC=CC=C1 2-(2-(2-aminoacetamido)acetamido)-3-phenylpropionamide